ClC1=CC=2N(C(=N1)O)C=CN2 7-Chloroimidazo[1,2-c]pyrimidin-5-ol